FC(C(=O)[O-])(F)F.O=C1CCC(CC1)NC(=O)C1=[NH+]C=CC=C1 2-((4-oxocyclohexyl)carbamoyl)pyridin-1-ium trifluoroacetate